ClC=1C=C(NC2(CCC3(C(=CC4=CC=CC=C34)C3=C(C=CC=C3C)OC)CC2)C(=O)O)C=CC1 (1s,4s)-4-(3-chloroanilino)-2'-(2-methoxy-6-methylphenyl)spiro[cyclohexane-1,1'-indene]-4-carboxylic acid